FC(CCC1=NN=C(S1)C(=O)NCC1=CC(=CC=C1)OC(F)(F)F)CN1N=NC(=C1)C(NCC=1C=NC(=CC1)C)=O 5-[3-fluoro-4-(4-{[(6-methylpyridin-3-yl)methyl]carbamoyl}-1H-1,2,3-triazol-1-yl)butyl]-N-{[3-(trifluoromethoxy)phenyl]methyl}-1,3,4-thiadiazole-2-carboxamide